O1CCN(CC1)C=1C(C(C1NC1=CC=CC=C1)=O)=O 3-Morpholino-4-(phenylamino)cyclobut-3-ene-1,2-dione